dibenzo[b,e][1,4]dioxin-2-amine C1=C(C=CC=2OC3=C(OC21)C=CC=C3)N